Cl.BrC1=CC=C(CN)C=C1 4-Bromobenzylamine HCl salt